2-Amino-4-(5-chloro-3-((2S,3S)-2-methyl-3-(4-methylpiperazin-1-yl)pyrrolidin-1-yl)-7,9-dihydrofuro[3,4-f]quinazolin-6-yl)-7-fluorothieno[3,2-c]pyridine-3-carbonitrile NC1=C(C=2C(=NC=C(C2S1)F)C=1C2=C(C=3C=NC(=NC3C1Cl)N1[C@H]([C@H](CC1)N1CCN(CC1)C)C)COC2)C#N